ClS(C1=CC=C(C=C1)Br)(F)(F)(F)F 4-(chlorotetrafluoro-λ6-sulfanyl)bromobenzene